3-(2-bromophenyl)-3-[(tert-butoxycarbonyl)amino]propanoic Acid BrC1=C(C=CC=C1)C(CC(=O)O)NC(=O)OC(C)(C)C